The molecule is a piperazine-2-carboxamide having (S)-configuration. It is a conjugate base of a (S)-piperazin-4-ium-2-carboxamide(1+). It is an enantiomer of a (R)-piperazine-2-carboxamide. C1CN[C@@H](CN1)C(=O)N